(6-methoxyimidazo[1,2-a]pyridin-3-yl)(phenyl)methanone COC=1C=CC=2N(C1)C(=CN2)C(=O)C2=CC=CC=C2